N-benzo[d]thiazol-2-yl-N''-(2-methylaniline-carbonyl)-guanidine S1C(=NC2=C1C=CC=C2)NC(=NC(=O)NC2=C(C=CC=C2)C)N